2-(5-oxo-3-phenyl-4-(2-(thiazol-2-yl)hydrazineylidene)-4,5-dihydro-1H-pyrazol-1-yl)thiazol O=C1C(C(=NN1C=1SC=CN1)C1=CC=CC=C1)=NNC=1SC=CN1